N-(2,6-dimethyl-1,2,3,4-tetrahydronaphthalen-1-yl)-2-oxo-6-(trifluoromethyl)-1,2-dihydropyridine-3-carboxamide CC1C(C2=CC=C(C=C2CC1)C)NC(=O)C=1C(NC(=CC1)C(F)(F)F)=O